C(C)(C)(C)OC(=O)N1CC(C1)COC1=CC2=CC=CC=C2C=C1C(CC#N)=O 3-((3-(2-cyanoacetyl)naphthalen-2-yloxy)methyl)azetidine-1-carboxylic acid tert-butyl ester